tert-Butyl (3-((6-chloro-3-(phenylamino)-9-tosyl-9H-carbazol-1-yl)oxy)propyl)carbamate ClC=1C=C2C=3C=C(C=C(C3N(C2=CC1)S(=O)(=O)C1=CC=C(C)C=C1)OCCCNC(OC(C)(C)C)=O)NC1=CC=CC=C1